FC(C=1N=C2N(CCOC3=C2C=CC(=C3)C(=O)OC)C1)(F)F methyl 2-(trifluoromethyl)-5,6-dihydrobenzo[f]imidazo[1,2-d][1,4]oxazepin-9-formate